ClC1=C(C=CC=C1NC)C1=NNC2=NC(=CN=C21)C2CNCCC2(N)C 3-(3-(2-chloro-3-(methyl-amino)-phenyl)-1H-pyrazolo-[3,4-b]pyrazin-6-yl)-4-methylpiperidin-4-amine